2-(4-((2S,6R)-4-(4-(4-chloro-2-fluorophenyl)-6,7-dimethylpteridin-2-yl)-6-methylmorpholin-2-yl)-1H-pyrazol-1-yl)ethan-1-ol ClC1=CC(=C(C=C1)C1=NC(=NC2=NC(=C(N=C12)C)C)N1C[C@@H](O[C@@H](C1)C)C=1C=NN(C1)CCO)F